P(O)(=O)(OP(=O)(O)OP(=O)(O)O)OC[C@@H]1[C@H]([C@H]([C@@H](O1)N1C=NC=2C(N)=NC(=NC12)N)O)O 2-amino adenosine-5'-triphosphate